C(C)(C)(C)OC(=O)N1C(C1)(C)C 2,2-Dimethylaziridine-1-carboxylic acid tert-butyl ester